C(C)(C)(C)OC(NC1(CCN(CC1)C1=NC(=CC(=C1)C)Br)C)=O (1-(6-bromo-4-methylpyridin-2-yl)-4-methylpiperidin-4-yl)carbamic acid tert-butyl ester